5-(3-chlorophenyl)-2-hydroxy-benzaldehyde ClC=1C=C(C=CC1)C=1C=CC(=C(C=O)C1)O